N1=CC(=CC=C1)[C@H]1[C@@H](C1)C(=O)O |o1:6,7| (1R*,2R*)-2-(pyridin-3-yl)cyclopropane-1-carboxylic acid